phenethyl 2-((2-(4-methoxyphenyl)prop-1-en-1-yl)oxy)propanoate COC1=CC=C(C=C1)C(=COC(C(=O)OCCC1=CC=CC=C1)C)C